4-((3-cyano-5-(trifluoromethyl)pyridin-2-yl)oxy)piperidine-1-carboxylic acid tert-butyl ester C(C)(C)(C)OC(=O)N1CCC(CC1)OC1=NC=C(C=C1C#N)C(F)(F)F